N=1C=NN2C1CN(CC2)C(=O)N2CCC(CC2)=C(C#N)C2=CC=C(C=C2)OC(F)(F)F 2-(1-(5,6,7,8-tetrahydro-[1,2,4]triazolo[1,5-a]pyrazine-7-carbonyl)piperidin-4-ylidene)-2-(4-(trifluoromethoxy)phenyl)acetonitrile